2-(2-methoxyphenoxy)-1-(3,4-dimethoxyphenyl)ethan-1-one COC1=C(OCC(=O)C2=CC(=C(C=C2)OC)OC)C=CC=C1